OC(C(=O)N)C1=NC=CC(=C1)OC 2-hydroxy-2-(4-methoxypyridin-2-yl)acetamide